4-(3-fluorophenyl)piperidine-4-carbonitrile FC=1C=C(C=CC1)C1(CCNCC1)C#N